N(=C=O)C1=CC=C(C(=O)NCC[Na])C=C1 4-isocyanatobenzamidoethyl-sodium